2-Amino-4-((S)-2,4-difluoro-14-oxo-8,8a,9,10,11,12-hexahydro-7H,14H-pyrazino[1',2':5,6][1,5]diazocino[3,2,1-hi]indazol-3-yl)-7-fluorobenzo[b]thiophene-3-carbonitrile NC1=C(C2=C(S1)C(=CC=C2C2=C1C(=NN3C1=C(C=C2F)C(N2[C@@H](CC3)CNCC2)=O)F)F)C#N